C(C)OC(=O)[C@@]12C[C@@H]([C@@H](CC1)O2)NC(=O)OCC2=CC=CC=C2 |r| rac-(1SR,3SR,4RS)-3-(((benzyloxy)carbonyl)amino)-7-oxabicyclo[2.2.1]heptane-1-carboxylic acid ethyl ester